O1CCN(CC1)C1=NC(=C2C=C(C=NC2=C1)C1=NN=CN1)OC1CCC(CC1)NC1=NC=C(C=N1)C(F)(F)F N-[4-[[7-Morpholino-3-(4H-1,2,4-triazol-3-yl)-1,6-naphthyridin-5-yl]oxy]cyclohexyl]-5-(trifluoromethyl)pyrimidin-2-amine